O=C1OC[C@@H](N1)C(=O)[O-].[Na+] sodium (4R)-2-oxooxazolidine-4-carboxylate